CC1=CN=CC(=N1)NC(=O)C1=NC=C(C=C1)[N+](=O)[O-] N-(6-methylpyrazin-2-yl)-5-nitropyridineamide